C(=O)O.N[C@@H]1[C@@H](NCCC1)C1=C(C2=NC(=CC(=C2S1)NCC=1SC=CC1)Cl)Br 2-((2r,3s)-3-aminopiperidin-2-yl)-3-bromo-5-chloro-N-(thiophen-2-ylmethyl)thieno[3,2-b]pyridin-7-amine formate